2-(5-(6-chloro-5-methoxy-3-(1H-pyrazol-4-yl)-1H-pyrrolo[3,2-b]pyridin-2-yl)-4H-1,2,4-triazol-3-yl)-2,2-difluoroethan-1-ol ClC=1C=C2C(=NC1OC)C(=C(N2)C=2NC(=NN2)C(CO)(F)F)C=2C=NNC2